COC=1C=C(CN2C(N(C3=CC=C(C=C3C2=O)OC(CF)CF)C2CCN(CC2)C=O)=O)C=CC1OC 4-[3-(3,4-dimethoxybenzyl)-6-[2-fluoro-1-(fluoromethyl)ethoxy]-2,4-dioxo-3,4-dihydroquinazolin-1(2H)-yl]piperidine-1-carbaldehyde